CC=1N(C=C(N1)C)CCCC 2,4-dimethyl-1-butyl-imidazole